OC(C)C=1C=CC2=C(C(OC3=CC(=C(C=C23)OC)OCC2=CC=C(C=C2)OC)=O)C1 8-(1-hydroxyethyl)-2-methoxy-3-((4-methoxybenzyl)oxy)-6H-benzo[c]chromen-6-one